1-(4-fluorobenzyl)piperidin-4-yl-4-(isopropylamino)-6-(1H-pyrazol-4-yl)quinoline-3-carboxamide FC1=CC=C(CN2CCC(CC2)C2=NC3=CC=C(C=C3C(=C2C(=O)N)NC(C)C)C=2C=NNC2)C=C1